glycidyl normal hexanoate C(CCCCC)(=O)OCC1CO1